C(C)(C)(C)OC(=O)NC1=CC=C(C=C1)NC(=O)C1=CC=C(C(=O)NC2=CC=C(C=C2)NC(OC(C)(C)C)=O)C=C1 tert-butyl N-(4-{4-[(4-{[(tert-butoxy)carbonyl]amino}phenyl)carbamoyl]benzamido}phenyl)carbamate